D-glutamic acid alpha-ethyl ester trifluoroacetate FC(C(=O)O)(F)F.C(C)OC([C@H](N)CCC(=O)O)=O